1-(3'-ethoxy-3,5-difluoro-[1,1'-biphenyl]-4-yl)ethan-1-one C(C)OC=1C=C(C=CC1)C1=CC(=C(C(=C1)F)C(C)=O)F